CS(=O)(=O)NC=1C=C(C=CC1)NC(=O)C=1SC=C(C1)C(=O)NC1=CC=C(C=C1)OCCN1CCOCC1 N2-(3-(methylsulfonamido)phenyl)-N4-(4-(2-morpholinoethoxy)phenyl)thiophene-2,4-dicarboxamide